ethyl 1-(4-(1-(2,6-dichlorophenyl)azetidin-3-yl)-benzyl)azetidine-3-carboxylate ClC1=C(C(=CC=C1)Cl)N1CC(C1)C1=CC=C(CN2CC(C2)C(=O)OCC)C=C1